7a-[3-chloro-4-(3,3-dimethyl-butyl)phenyl]-5-methoxy-octahydro-benzo[c]isoxazole ClC=1C=C(C=CC1CCC(C)(C)C)C12NOCC1CC(CC2)OC